C(C)C(COC1=CC=C(C=C1)N1C=CC2=CC=C(C=C12)C#N)CCCC 1-[4-(2-ethyl-hexyloxy)-phenyl]-1H-indole-6-carbonitrile